The molecule is a straight-chain alkane with 15 carbon atoms. It is a component of volatile oils isolated from plants species like Scandix balansae. It has a role as an animal metabolite, a plant metabolite and a volatile oil component. CCCCCCCCCCCCCCC